C(C)(C)(C)OC(=O)N1CC(CC1)C=1N=C(C2=C(N1)N(C=C2)CC2=CC=C(C=C2)OC)C#C 3-(4-ethynyl-7-(4-methoxybenzyl)-7H-pyrrolo[2,3-d]pyrimidin-2-yl)pyrrolidine-1-carboxylic acid tert-butyl ester